(S)-N-(5-Methyl-7-(3-methyl-3-(pyrrolidin-1-yl)but-1-yn-1-yl)-4-oxo-2,3,4,5-tetrahydrobenzo[b][1,4]oxazepin-3-yl)-4-phenoxypicolinamid CN1C2=C(OC[C@@H](C1=O)NC(C1=NC=CC(=C1)OC1=CC=CC=C1)=O)C=CC(=C2)C#CC(C)(N2CCCC2)C